OC1=C(C(=C(C(=O)OCOC)C=C1C)C)C methoxymethyl 4-hydroxy-2,3,5-trimethylbenzoate